4-(((4-Cyclohexylbicyclo[2.2.2]octan-1-yl)methyl)(4-(1-isopropyl-1H-pyrazol-4-yl)pyridin-2-yl)carbamoyl)cyclohexyl trans-3-hydroxyazetidine-1-carboxylate OC1CN(C1)C(=O)OC1CCC(CC1)C(N(C1=NC=CC(=C1)C=1C=NN(C1)C(C)C)CC12CCC(CC1)(CC2)C2CCCCC2)=O